[As].[Si].[Al] aluminum-silicon-arsenic